C(C=C)(=O)N1[C@H](CN(CC1)C1=NC(=NC=2CC(CCC12)N1CCCC2=CC=CC=C12)N[C@H]1[C@@H](CCCC1)C(=O)N(C)C)CC#N (1R,2R)-2-((4-((S)-4-Acryloyl-3-(cyanomethyl)piperazin-1-yl)-7-(3,4-dihydroquinolin-1(2H)-yl)-5,6,7,8-tetrahydroquinazolin-2-yl)amino)-N,N-dimethylcyclohexane-1-carboxamide